(2R,5R)-3-(4-amino-2-fluorophenethyl)-2-(1-(4-bromophenyl)-3-(1H-pyrrol-3-yl)-1H-pyrazol-4-yl)-5-methyloxazolidine NC1=CC(=C(CCN2[C@H](O[C@@H](C2)C)C=2C(=NN(C2)C2=CC=C(C=C2)Br)C2=CNC=C2)C=C1)F